C(C)S(=O)(=O)N1[C@H]2CC(C[C@@H]1CCC2)N(C2=NC(=CC(=N2)NC2=NNC(=C2)C)O[C@@H]2COCC2)C N2-((1R,3s,5S)-9-(ethylsulfonyl)-9-azabicyclo[3.3.1]nonan-3-yl)-N2-methyl-N4-(5-methyl-1H-pyrazol-3-yl)-6-(((S)-tetrahydrofuran-3-yl)oxy)pyrimidine-2,4-diamine